1-chloro-2-(difluoromethoxy)-5-fluoro-4-nitrobenzene ClC1=C(C=C(C(=C1)F)[N+](=O)[O-])OC(F)F